(2R,4S)-tert-butyl 4-(3-((1-cyclopropyl-1H-benzo[d]imidazol-5-yl)ethynyl)-4-((diphenylmethylene)amino)-1H-pyrrolo[3,2-c]pyridin-1-yl)-2-(methoxymethyl)pyrrolidine-1-carboxylate C1(CC1)N1C=NC2=C1C=CC(=C2)C#CC2=CN(C1=C2C(=NC=C1)N=C(C1=CC=CC=C1)C1=CC=CC=C1)[C@H]1C[C@@H](N(C1)C(=O)OC(C)(C)C)COC